1,4-diacetyl-phenylenediamine C(C)(=O)C1(C(C=C(C=C1)C(C)=O)N)N